CC1=CC=C(OCC(CC=C)ON=C(C)C=2C(CC(CC2O)C)=O)C=C1 {1-[1-(4-methyl-phenoxymethyl)-but-3-enyloxyimino]-ethyl}-3-hydroxy-5-methyl-cyclohex-2-enone